BrC1=CC=C(C=C1)C1N(CC(C1)=O)C(=O)OC(C)(C)C tert-butyl 2-(4-bromophenyl)-4-oxo-pyrrolidine-1-carboxylate